COC1=NC(=CC(=C1)[NH-])C1=CC=CC=2OC[C@H](OC21)CNC(=O)C=2OC(=CC2)CN2CCN(CC2)C {2-methoxy-6-[(R)-3-({[5-(4-methyl-piperazin-1-ylmethyl)-furan-2-carbonyl]-amino}-methyl)-2,3-dihydro-benzo[1,4]dioxin-5-yl]-pyridin-4-yl}-amid